BrC=1C=C(CCN(C=2SC3=C(N2)C=CC=C3F)CC3=CC=C(C=C3)C#CC(=O)O)C=CC1 3-(4-(((3-bromophenethyl)(7-fluorobenzo[d]thiazol-2-yl)amino)-methyl)phenyl)propiolic acid